5-(4-(3-(1-methoxy-5,6,7,8-tetrahydroisoquinolin-3-yl)cyclopentyl)piperazin-1-yl)-N-methylpicolinamide COC1=NC(=CC=2CCCCC12)C1CC(CC1)N1CCN(CC1)C=1C=CC(=NC1)C(=O)NC